4-(cyclohexylmethyl)-N-hydroxy-3,4-dihydro-2H-benzo[b][1,4]oxazine-6-carboxamide C1(CCCCC1)CN1C2=C(OCC1)C=CC(=C2)C(=O)NO